1,1,1,3,3,3-Hexafluoropropan-2-yl (±)-1-((4-methyltetrahydro-2H-pyran-4-yl)carbamoyl)-6-azaspiro[2.5]octan-6-carboxylat CC1(CCOCC1)NC(=O)[C@@H]1CC12CCN(CC2)C(=O)OC(C(F)(F)F)C(F)(F)F |r|